FC1=C(C=CC(=C1)NC=1N=CC2=C(N1)CNCC2)N(C(OC(C)(C)C)=O)CCN2CCOCC2 tert-butyl N-[2-fluoro-4-({5H,6H,7H,8H-pyrido[3,4-d]pyrimidin-2-yl} amino)phenyl]-N-[2-(morpholin-4-yl)ethyl]carbamate